ClC=1OC(=C(C1)Cl)C 2,4-dichloro-5-methylfuran